FC(C(=O)O)(F)F.N1C(=NC=C1)C1CCN(CC1)C(=O)C1=CC=C(C=C1)C1=CC2=C(OCO2)C=C1 (4-(1H-imidazol-2-yl)piperidin-1-yl)(4-(benzo[d][1,3]dioxol-5-yl)phenyl)methanone, trifluoroacetic acid salt